[Na+].P([O-])(=O)(OP(=O)([O-])OP(=O)([O-])[O-])OC[C@@H]1[C@H]([C@H]([C@@H](O1)N1C=NC=2C(N)=NC=NC12)O)O.[Na+].[Na+].[Na+] adenosine 5'-triphosphate sodium salt